ClCC1=CC=C(C=C1)C=1N=C2N(CCC3=CC=NC=C23)C1C1=CC=CC=C1 2-(4-(Chloromethyl)phenyl)-3-phenyl-5,6-dihydroimidazo[2,1-a][2,7]naphthyridine